N=C1C=2C(=NC(N1)=O)C=CC=CC2 iminocyclohepta[d]pyrimidin-2-one